3-aminothieno[2,3-b]pyridine-2-carboxamide NC1=C(SC2=NC=CC=C21)C(=O)N